O=C1NC(CCC1N1C(C2=CC=CC(=C2C1)C#CCCOCCNC(O)=O)=O)=O.BrC1=CC=C(C(=N1)C)OC(F)(F)F 6-Bromo-2-methyl-3-(trifluoromethoxy)pyridine (4-(2-(2,6-dioxopiperidin-3-yl)-1-oxoisoindolin-4-yl)but-3-yn-1-yl-(oxy)ethyl)carbamate